2,2-dimethyl-1,2-diphenylethan-1-one CC(C(=O)C1=CC=CC=C1)(C1=CC=CC=C1)C